methyl 6-(4-chlorophenyl)-3-oxo-2-(pyridin-3-yl)-2,3-dihydropyridazine-4-carboxylate ClC1=CC=C(C=C1)C=1C=C(C(N(N1)C=1C=NC=CC1)=O)C(=O)OC